tert-butyl (2S,6R)-4-((S)-11-chloro-6-oxo-3-(pyridin-4-yl)-10-(trifluoromethyl)-3,4-dihydro-2H,6H-[1,4]thiazepino[2,3,4-ij]quinazolin-8-yl)-2,6-dimethylpiperazine-1-carboxylate ClC1=C(C=C2C(=NC(N3C2=C1SC[C@H](C3)C3=CC=NC=C3)=O)N3C[C@@H](N([C@@H](C3)C)C(=O)OC(C)(C)C)C)C(F)(F)F